tert-butyl (S)-1-(2-methoxyacetyl)-5-oxopyrrolidine-2-carboxylate COCC(=O)N1[C@@H](CCC1=O)C(=O)OC(C)(C)C